N-[2-([6-[4-(5-chloro-2-fluorobenzenesulfonamido)-2-methylphenyl]-3-methyl-1H-pyrazolo[3,4-d]pyrimidin-4-yl]amino)ethyl]-N-methylformamide ClC=1C=CC(=C(C1)S(=O)(=O)NC1=CC(=C(C=C1)C1=NC(=C2C(=N1)NN=C2C)NCCN(C=O)C)C)F